(R)-2,3-bisphosphinopyrazine PC1=NC=CN=C1P